tert-Butyl 2,3-dihydro-1H-pyrrolo[2,3-c]pyridine-1-carboxylate N1(CCC=2C1=CN=CC2)C(=O)OC(C)(C)C